3,4,5-trichlorothiophenol ClC=1C=C(C=C(C1Cl)Cl)S